BrC=1C=CC(=C(C1)CC(=O)NC1=CC(=NC=C1)C(=O)NC(C)(C)C)O 4-[[2-(5-bromo-2-hydroxy-phenyl)acetyl]amino]-N-tert-butyl-pyridine-2-carboxamide